N-[(6-Amino-2-pyridyl)sulfonyl]-6-(methylamino)-2-(2,4,6-trimethylphenoxy)pyridin-3-carboxamid NC1=CC=CC(=N1)S(=O)(=O)NC(=O)C=1C(=NC(=CC1)NC)OC1=C(C=C(C=C1C)C)C